N-(4-((3-chloro-2-methyl-4-(4-(trifluoromethyl)piperidin-1-yl)phenyl)amino)benzyl)-5-oxopyrrolidine-3-carboxamide ClC=1C(=C(C=CC1N1CCC(CC1)C(F)(F)F)NC1=CC=C(CNC(=O)C2CNC(C2)=O)C=C1)C